FC1=CC(=NC=C1)C=1OC2=C(C=C(C=C2C(C1C)=O)C)[C@@H](C)NC(OC(C)(C)C)=O tert-Butyl N-[(1R)-1-[2-(4-fluoro-2-pyridyl)-3,6-dimethyl-4-oxo-chromen-8-yl]ethyl]carbamate